BrC=1C=CC(=C(C(=O)O)C1)CSC1=CC(=C(C=C1)OC)OC 5-bromo-2-(((3,4-dimethoxyphenyl)thio)methyl)benzoic acid